C1N(CC12CCC2)C2=CC=C(C=C2)NC=2C=CC1=C(OCC(N1C)=O)C2 7-((4-(2-azaspiro[3.3]heptan-2-yl)phenyl)amino)-4-methyl-2H-benzo[b][1,4]oxazin-3(4H)-one